BrC1=C(C(=CC(=C1)I)I)Cl 1-bromo-2-chloro-3,5-diiodobenzene